N-(3α,7α-dihydroxyl-4β-fluoro-6a-ethyl-5β-cholan-24-oyl)-2-fluorophenyl-sulfonamide O[C@H]1[C@@H]([C@H]2[C@H]([C@H]([C@H]3[C@@H]4CC[C@H]([C@@H](CCC(=O)NS(=O)(=O)C5=C(C=CC=C5)F)C)[C@]4(CC[C@@H]3[C@]2(CC1)C)C)O)CC)F